NC1=NC=C(C=C1C(=O)OC)C=1C=C2N(N1)CC[C@]21CN(CC1)C(NCC)=O |r| (rac)-methyl 2-amino-5-[1-(ethylcarbamoyl)-5',6'-dihydrospiro[pyrrolidine-3,4'-pyrrolo[1,2-b]pyrazol]-2'-yl]pyridine-3-carboxylate